2-chloro-N-(2-chloro-4-methyl-3-pyridyl)-3-pyridinecarboxamide ClC1=NC=CC=C1C(=O)NC=1C(=NC=CC1C)Cl